CC=1N=CC(=NC1)C(O)C1=CC=C(C=C1)C1=NOC(=N1)C(F)(F)F (5-methylpyrazin-2-yl)-[4-[5-(trifluoromethyl)-1,2,4-oxadiazol-3-yl]phenyl]methanol